pentadecyl (tert-butoxycarbonyl)-L-phenylalaninate C(C)(C)(C)OC(=O)N[C@@H](CC1=CC=CC=C1)C(=O)OCCCCCCCCCCCCCCC